4,4'-(4-methylphenylethylene)bis[2,3,6-trimethylphenol] CC1=CC=C(C=C1)C(CC1=C(C(=C(C(=C1)C)O)C)C)C1=C(C(=C(C(=C1)C)O)C)C